Bromotheophylline CN1C2=C(C(=O)N(C1=O)C)NC(=N2)Br